C1(=CC=CC2=CC=CC=C12)C(CCCOB([O-])[O-])(C1=CC=CC2=CC=CC=C12)C1=CC=CC2=CC=CC=C12 tri(1-naphthyl)butylborate